9-(piperidin-4-yloxy)-2-bromobenzo[4,5]imidazo[1,2-a]pyridine N1CCC(CC1)OC1=CC=CC=2N=C3N(C=C(C=C3)Br)C21